1-(4-bromophenyl)cyclobutane-1-ol BrC1=CC=C(C=C1)C1(CCC1)O